C(C)(=O)OCC=1OC(=CC1)C=NO (5-((Hydroxyimino)methyl)-furan-2-yl)-methyl acetate